BrC1=CC(=C(C(=C1)[N+](=O)[O-])N[C@@H]1C[C@H](N(C1)C(C1=CN=CC(=C1)NC)=O)C(=O)NC1=NC=NC(=C1)Cl)C(=O)N1C[C@H](O[C@H](C1)C)C (2S,4R)-4-((4-bromo-2-((2R,6S)-2,6-dimethylmorpholin-4-carbonyl)-6-nitrophenyl)amino)-N-(6-chloropyrimidin-4-yl)-1-(5-(methylamino)nicotinoyl)pyrrolidine-2-formamide